tert-butyl 9-chloro-7-(6,7-difluoro-1-benzofuran-3-yl)-3,5-dihydro-2H-1,4-benzoxazepine-4-carboxylate ClC1=CC(=CC=2CN(CCOC21)C(=O)OC(C)(C)C)C2=COC1=C2C=CC(=C1F)F